(R)-8-((4-chlorophenyl)sulfonyl)-3-(2-(4-(p-tolyl)piperazin-1-yl)ethyl)-2-oxa-8-azaspiro[4.5]decan-1-one ClC1=CC=C(C=C1)S(=O)(=O)N1CCC2(C[C@@H](OC2=O)CCN2CCN(CC2)C2=CC=C(C=C2)C)CC1